FC1(CCN(CC1)C1=CC(=CC(=N1)C1=NN=CO1)C)F 5-(6-(4,4-difluoropiperidin-1-yl)-4-methylpyridin-2-yl)-1,3,4-oxadiazole